CC1=C(C=C(C=C1)C)NC(=O)NC1CN(CCC1)C1=CC(=CC=C1)OC 1-(2,5-dimethylphenyl)-3-(1-(3-methoxyphenyl)piperidin-3-yl)urea